ClCCC/C=C/CCCCCC(OCCCCC)OCCCCC (7E)-11-chloro-1,1-dipentyloxy-7-undecene